FC1=CC=CC=2C(=N[C@@H](C(NC21)=O)NC(=O)C=2C(=NN1C2O[C@@H](CC1)C)C=1C=NNC1)C1=CC=CC=C1 (5R)-N-[(3S)-9-fluoro-2-oxo-5-phenyl-1,3-dihydro-1,4-benzodiazepin-3-yl]-5-methyl-2-(1H-pyrazol-4-yl)-6,7-dihydro-5H-pyrazolo[5,1-b][1,3]oxazine-3-carboxamide